CC1=NN(C(=C1)C)C=1C=C(C=CC1)C1=CC=C(S1)CC(=O)NCCN1CCOCC1 2-(5-(3-(3,5-dimethyl-1H-pyrazol-1-yl)phenyl)thiophen-2-yl)-N-(2-morpholinoethyl)acetamide